Cl.ClC=1C(=NC=CN1)CN 1-(3-chloropyrazin-2-yl)methanamine hydrochloride